6-(2-(benzo[d]isoxazol-3-yl)acetyl)-2-(1-phenylcyclopropyl)-5,6,7,8-tetrahydropyrido[4,3-d]pyrimidin-4(3H)-one O1N=C(C2=C1C=CC=C2)CC(=O)N2CC1=C(N=C(NC1=O)C1(CC1)C1=CC=CC=C1)CC2